6-benzyl-3-benzyloxymethyl-3-methyl-2,3-dihydro-1H-pyrrolo[3,2-c]pyridine hydrochloride salt Cl.C(C1=CC=CC=C1)C1=CC2=C(C=N1)C(CN2)(C)COCC2=CC=CC=C2